4-(8-methyl-2-methylsulfanyl-7-oxo-pyrido[2,3-d]pyrimidin-6-yl)-4,7-diazaspiro[2.5]octane-7-carboxylic acid tert-butyl ester C(C)(C)(C)OC(=O)N1CCN(C2(CC2)C1)C1=CC2=C(N=C(N=C2)SC)N(C1=O)C